N-(5-(4-(2-propenoyl-2,6-diazaspiro[3.4]oct-6-yl)quinazolin-6-yl)-2-methoxypyridin-3-yl)-2,4-difluorobenzenesulfonamide C(C=C)(=O)N1CC2(C1)CN(CC2)C2=NC=NC1=CC=C(C=C21)C=2C=C(C(=NC2)OC)NS(=O)(=O)C2=C(C=C(C=C2)F)F